P(=O)(OCC(COC(CC(F)(F)F)(F)F)COC(CC(F)(F)F)(F)F)(Cl)Cl (3-pentafluoropropoxy-2-((pentafluoropropoxy) methyl) propyl) dichlorophosphate